COCCOCCOCCOCCOCCN 2,5,8,11,14-pentaoxahexadecan-16-amine